5-(2-methyl-5-(5-(trifluoromethyl)-4-((2-(trimethylsilyl)ethoxy)methyl)-4H-1,2,4-triazol-3-yl)pyridin-3-yl)-2-oxa-5-azabicyclo[2.2.1]heptane CC1=NC=C(C=C1N1C2COC(C1)C2)C2=NN=C(N2COCC[Si](C)(C)C)C(F)(F)F